S(=O)(=O)([O-])Cl Chlorosulfate